OC(COC=1C=C(C=2N(C1)N=CC2C#N)C=2C=CC(=NC2)C=2CCN(CC2)CCSC2=CC=CC=C2)(C)C 6-(2-hydroxy-2-methylpropoxy)-4-(1'-(2-(phenylthio)ethyl)-1',2',3',6'-tetrahydro-[2,4'-bipyridin]-5-yl)pyrazolo[1,5-a]pyridine-3-carbonitrile